C(CC)(=O)[O-].[NH4+] ammonium propionate salt